L-3-(dibutylamino)phenol C(CCC)N(C=1C=C(C=CC1)O)CCCC